ethyl (2E)-but-2-enoate C(\C=C\C)(=O)OCC